4-amino-4-(trifluoromethyl)cyclohexane-1-carboxylic acid hydrochloride Cl.NC1(CCC(CC1)C(=O)O)C(F)(F)F